ClC1=CC2=C(N(C(N=C2N2[C@H](CN(CC2)C(C=C)=O)C)=O)C2=C(C=CC=C2)C2(CC2)C)N=C1C1=C(C=CC=C1O)F (P)-6-chloro-7-(2-fluoro-6-hydroxyphenyl)-1-(2-(1-methylcyclopropyl)phenyl)-4-((2S)-2-methyl-4-(2-propenoyl)-1-piperazinyl)pyrido[2,3-d]pyrimidin-2(1H)-one